N-(bicyclo[1.1.1]pent-1-yl)(R)-2-(2-bromo-4-chloro-5-methoxyphenylsulfonylamino)hexanamide C12(CC(C1)C2)NC([C@@H](CCCC)NS(=O)(=O)C2=C(C=C(C(=C2)OC)Cl)Br)=O